1-methyl-4-{4-[4-(3-methyl-2-oxo-1,3-diazinan-1-yl)phenoxy]piperidin-1-yl}-2-oxo-1,2-dihydroquinoline-3-carbonitrile CN1C(C(=C(C2=CC=CC=C12)N1CCC(CC1)OC1=CC=C(C=C1)N1C(N(CCC1)C)=O)C#N)=O